C(C)(C)(C)C1=C(C=NN1CCC)O 5-tert-butyl-4-hydroxy-1-n-propyl-pyrazol